N-(5-(azetidin-1-yl)-2-(piperidin-1-yl)oxazolo[4,5-b]pyridin-6-yl)-2-(2-methylpyridin-4-yl)oxazole-4-carboxamide N1(CCC1)C1=C(C=C2C(=N1)N=C(O2)N2CCCCC2)NC(=O)C=2N=C(OC2)C2=CC(=NC=C2)C